C(C)(C)(C)OC(=O)N1C(CC1)C(N(C)C1=C(C=CC(=C1)C(F)(F)F)Br)=O ((2-bromo-5-(trifluoromethyl)phenyl)(methyl)carbamoyl)azetidine-1-carboxylic acid tert-butyl ester